FC1=C(C(=O)N[C@H](C(=O)O)CC2=C3C=CC=NC3=C(C=C2)C=2C(N(C3=CC=CC=C3C2)C)=O)C(=CC(=C1)N1[C@H](COCC1)C(F)(F)F)F (S)-2-(2,6-difluoro-4-((R)-3-(trifluoromethyl)morpholino)benzoylamino)-3-(1-methyl-2-oxo-1,2-dihydro-[3,8'-biquinolin]-5'-yl)propionic acid